7-(5-(difluoromethyl)pyrimidin-2-yl)-6-fluoro-3-(((1R,3S)-3-((6-oxo-5-(trifluoromethyl)-1,6-dihydropyridazin-4-yl)oxy)cyclohexyl)methyl)quinazolin-4(3H)-one FC(C=1C=NC(=NC1)C1=C(C=C2C(N(C=NC2=C1)C[C@H]1C[C@H](CCC1)OC=1C=NNC(C1C(F)(F)F)=O)=O)F)F